N-(tert-butyl)-3-((5-methyl-2-((4-(piperidine-4-yl)phenyl)amino)pyrimidin-4-yl)amino)benzenesulfonamide C(C)(C)(C)NS(=O)(=O)C1=CC(=CC=C1)NC1=NC(=NC=C1C)NC1=CC=C(C=C1)C1CCNCC1